(±)-butyl (2S,3R,6R)-2-(4-acetamidophenethyl)-3,6-dimethyl-5-methylene-4-oxotetrahydro-2H-pyran-3-carboxylate C(C)(=O)NC1=CC=C(CC[C@@H]2O[C@@H](C(C([C@@]2(C(=O)OCCCC)C)=O)=C)C)C=C1 |r|